N-(4-(4-amino-7-methyl-5-(4-(pyrrolidine-1-carbonyl)phenyl)-7H-pyrrolo[2,3-d]pyrimidin-6-yl)phenyl)-2-cyclobutylideneacetamide NC=1C2=C(N=CN1)N(C(=C2C2=CC=C(C=C2)C(=O)N2CCCC2)C2=CC=C(C=C2)NC(C=C2CCC2)=O)C